[N+](=O)([O-])C=1C(=C2C(=NC1)C=CS2)NC2CCC(CC2)NC(OC(C)(C)C)=O tert-Butyl [4-[(6-nitrothieno[3,2-b]pyridin-7-yl)amino]cyclohexyl]carbamate